2-(4-(4-((3-cyano-2-mercaptopyridin-4-yl)oxy)phenyl)-1H-pyrazol-1-yl)-N,N-dimethylacetamide C(#N)C=1C(=NC=CC1OC1=CC=C(C=C1)C=1C=NN(C1)CC(=O)N(C)C)S